methyl 3-(2-chloro-6-(trifluoromethyl) phenylsulfonylamino)-2-fluorobenzoate ClC1=C(C(=CC=C1)C(F)(F)F)S(=O)(=O)NC=1C(=C(C(=O)OC)C=CC1)F